N1C(=CC=2N=CC=3C=NC=CC3C21)C(=O)O pyrrolo[3,2-c][2,7]naphthyridine-2-carboxylic acid